ClC1=CC=C(C=C1)C1=C(C=CC=C1)CN1CCN(CC1)CC=1C=C2CN(C(C2=C(C1)F)=O)C1C(NC(CC1)=O)=O 3-(5-((4-((4'-chloro-[1,1'-biphenyl]-2-yl)methyl)piperazin-1-yl)methyl)-7-fluoro-1-Oxoisoindolin-2-yl)piperidine-2,6-dione